COC1=CC=C(C=C1)N1N=C(NC1=O)C1CN(CCC1)CC1=NC=CC=C1 2-(4-methoxyphenyl)-5-(1-(pyridin-2-ylmethyl)piperidin-3-yl)-2,4-dihydro-3H-1,2,4-triazol-3-one